C1(=CC=CC=C1)C(CN1N=CN=C1)NC(\C=C\C1=CC=NC2=CC=CC=C12)=O (E)-N-(1-phenyl-2-(1H-1,2,4-triazol-1-yl)ethyl)-3-(quinolin-4-yl)acrylamide